ClC=1C=C2C(=C(C(N(C2=CC1O[C@H]1COCC1)C)=O)C(=O)N)N1CCC(CC1)C=1OC2=C(N1)C=C(C=C2)C |r| (rac)-6-chloro-1-methyl-4-[4-(5-methyl-1,3-benzoxazol-2-yl)piperidin-1-yl]-2-oxo-7-[(oxolan-3-yl)oxy]-1,2-dihydroquinoline-3-carboxamide